6-(4-(difluoromethoxy)phenyl)-N-(3,5-dimethoxyphenethyl)pyrazine-2-carboxamide FC(OC1=CC=C(C=C1)C1=CN=CC(=N1)C(=O)NCCC1=CC(=CC(=C1)OC)OC)F